C(C)(C)C1=CC=C(OCCCCCC(C)=O)C=C1 7-(4-isopropylphenoxy)heptan-2-one